(3S,4R)-2,4-DIMETHYLHEPT-6-ENE-3-SULFONAMIDE CC(C)[C@@H]([C@@H](CC=C)C)S(=O)(=O)N